ClC[C@H](O)C1=C(C=CC=C1)Cl (R)-2-chloro-(2-chlorophenyl)ethanol